trans-tert-butyl 2-(6-chloro-2'-(methylcarbamoyl)-[2,4'-bipyridin]-4-yl)-5-(hydroxymethyl)morpholine-4-carboxylate ClC1=CC(=CC(=N1)C1=CC(=NC=C1)C(NC)=O)[C@@H]1CN([C@H](CO1)CO)C(=O)OC(C)(C)C